7-(isopropylamino)-4-(4-methoxybenzyl)-6-(7-methyl-1-((trifluoromethyl)sulfonyl)-1,5,6,7,8,9-Hexahydroimidazo[4',5':4,5]benzo[1,2-d]azepin-2-yl)thieno[3,2-b]pyridine C(C)(C)NC1=C2C(N(C=C1C=1N(C=3C(=CC4=C(CCN(CC4)C)C3)N1)S(=O)(=O)C(F)(F)F)CC1=CC=C(C=C1)OC)=CCS2